3-((S)-1-(2-((6-((R)-3-(2-ethoxyphenoxy)piperidin-1-yl)pyrazin-2-yl)amino)pyrimidin-4-yl)piperidin-3-yl)propanoic acid C(C)OC1=C(O[C@H]2CN(CCC2)C2=CN=CC(=N2)NC2=NC=CC(=N2)N2C[C@@H](CCC2)CCC(=O)O)C=CC=C1